CC1=CSC=C1CCC(=O)O 3-methyl-4-carboxyethylthiophene